2-(4-bromophenyl)-5-((isoquinoline-5-sulfonamido)methyl)pyrrolidine-1-carboxylate BrC1=CC=C(C=C1)C1N(C(CC1)CNS(=O)(=O)C=1C=2C=CN=CC2C=CC1)C(=O)[O-]